(S)-(4-(2-(4-(2-acetyl-5-chlorophenyl)-5-methoxy-2-oxopyridin-1(2H)-yl)-3-phenylpropionylamino)phenyl)carbamic acid methyl ester COC(NC1=CC=C(C=C1)NC([C@H](CC1=CC=CC=C1)N1C(C=C(C(=C1)OC)C1=C(C=CC(=C1)Cl)C(C)=O)=O)=O)=O